allyl-tetrahydrofuran C(C=C)C1OCCC1